COC1=NC=2CCC(CC2C=C1)=O 2-methoxy-7,8-dihydroquinolin-6(5H)-one